ClC1=C(C(=C(N=N1)C(=O)C=1C=NC=CC1)C)C (6-chloro-4,5-dimethylpyridazin-3-yl)(pyridin-3-yl)methanone